6H,7H-pyrrolo[2,3-c]pyridin-4-one N1C=CC2=C1CNCC2=O